FC=1C=C(C=C(C1)F)C1CC=NN1C(=O)C12CC(C1)(C2)CN2C=NC1=C2C=C(C=C1)OC (5-(3,5-difluorophenyl)-4,5-dihydro-1H-pyrazol-1-yl)(3-((6-methoxy-1H-benzo[d]-imidazol-1-yl)methyl)-bicyclo[1.1.1]pentan-1-yl)-methanone